(3S)-4-[7-[6-[bis[(4-methoxyphenyl)methyl]amino]-3-iodo-4-methyl-2-pyridinyl]-6-chloro-8-fluoro-quinazolin-4-yl]-3-methyl-piperazine-1-carboxylic acid tert-butyl ester C(C)(C)(C)OC(=O)N1C[C@@H](N(CC1)C1=NC=NC2=C(C(=C(C=C12)Cl)C1=NC(=CC(=C1I)C)N(CC1=CC=C(C=C1)OC)CC1=CC=C(C=C1)OC)F)C